BrC=1C=C2C=C(C=NC2=CC1)NC1=NC(=NC=C1)NC1=CC(=C(C=C1)OCCCN1CCCCC1)OC 4-(6-bromo-3-quinolylamino)-2-[3-methoxy-4-(3-piperidinopropoxy)phenylamino]pyrimidine